C(C)N(C1CCN(CC1)C=1C=C2C(CN(C(C2=CC1)=O)C[C@@H](CN1CC2=CC=CC=C2CC1)O)(C)C)CC 6-[4-(Diethylamino)-1-piperidyl]-2-[(2R)-3-(3,4-dihydro-1H-isochinolin-2-yl)-2-hydroxypropyl]-4,4-dimethyl-3H-isochinolin-1-on